ClC1=CC=C(OCC(=O)C=2C(=NN(C2O)C)C2CC2)C=C1 2-(4-chlorophenoxy)-1-(3-cyclopropyl-5-hydroxy-1-methyl-1H-pyrazol-4-yl)ethan-1-one